2-(3,5-dichloro-4-(4-hydroxy-3-isopropylbenzyl)phenoxy)-N-ethyl-N-methylacetamide ClC=1C=C(OCC(=O)N(C)CC)C=C(C1CC1=CC(=C(C=C1)O)C(C)C)Cl